OC1C(N(CC1)C1CCN(CC1)C1=NC=C(C=C1)S(F)(F)(F)(F)F)=O 3-hydroxy-1-(1-(5-(pentafluoro-λ6-sulfanyl)pyridin-2-yl)piperidin-4-yl)pyrrolidin-2-one